nickel-chromium-beryllium [Be].[Cr].[Ni]